methyl (S)-4-(1-(5-chloro-3-(difluoromethyl)-1-methyl-1H-pyrazole-4-carboxamido)ethyl)benzoat ClC1=C(C(=NN1C)C(F)F)C(=O)N[C@@H](C)C1=CC=C(C(=O)OC)C=C1